tert-butyl 3-[2-[2-[[2-[2-(2,6-dioxo-3-piperidyl)-1,3-dioxo-isoindolin-4-yl]oxyacetyl]amino]ethoxy]ethoxy]propanoate O=C1NC(CCC1N1C(C2=CC=CC(=C2C1=O)OCC(=O)NCCOCCOCCC(=O)OC(C)(C)C)=O)=O